N-[(6-Amino-5-benzyloxy-2-pyridyl)sulfonyl]-6-(3-fluoro-5-isobutoxyphenyl)-2-[(4S)-2,2,4-trimethylpyrrolidin-1-yl]pyridin-3-carboxamid NC1=C(C=CC(=N1)S(=O)(=O)NC(=O)C=1C(=NC(=CC1)C1=CC(=CC(=C1)OCC(C)C)F)N1C(C[C@@H](C1)C)(C)C)OCC1=CC=CC=C1